N=1N=CN2C=NC(=CC21)OC2=C(C=C(C=C2)NC2=NC=NC1=CC=C(C=C21)NC(=O)N2CCN(CC2)C)C N-(4-((4-([1,2,4]triazolo[4,3-c]pyrimidin-7-yloxy)-3-methylphenyl)amino)quinazolin-6-yl)-4-methylpiperazine-1-carboxamide